NC1=NC=CC=C1C1=NC=2C(=NC(=CC2)C2CCCCC2)N1C=1C=CC(=NC1)NC(=O)C1CCC(CC1)C(=O)OC methyl (1r,4r)-4-((5-(2-(2-aminopyridin-3-yl)-5-cyclohexyl-3H-imidazo[4,5-b]pyridin-3-yl)pyridin-2-yl)carbamoyl)cyclohexane-1-carboxylate